Cl.C(C)(=O)OC=N iminomethyl acetate hydrochloride